3-isopropyl-1-methyl-1-(7-(6-(3-(4-methylpiperazin-1-yl)propoxy)pyridin-3-yl)quinoxalin-2-yl)urea C(C)(C)NC(N(C1=NC2=CC(=CC=C2N=C1)C=1C=NC(=CC1)OCCCN1CCN(CC1)C)C)=O